N-(5-(6-(tert-Butylsulfonyl)-7-methoxyimidazo[1,2-a]pyridin-3-yl)-3-methoxy-2-methylphenyl)propane-1-sulfonamide methylpentanoyl-L-tryptophanate CN([C@@H](CC1=CNC2=CC=CC=C12)C(=O)O)C(CCCC)=O.C(C)(C)(C)S(=O)(=O)C=1C(=CC=2N(C1)C(=CN2)C=2C=C(C(=C(C2)NS(=O)(=O)CCC)C)OC)OC